C(CCCCCCCCCCCCCCCCC)(=O)OC1=C(C=C(C=C1)CC1=C(C=C(C=C1C)OC[P@]1(OCC[C@H](O1)C1=CC(=CC=C1)Cl)=O)C)C(C)C 4-(4-(((2R,4S)-4-(3-chlorophenyl)-2-oxido-1,3,2-dioxaphosphinan-2-yl)methoxy)-2,6-dimethylbenzyl)-2-isopropylphenyl stearate